CN[C@H](C(=O)O)CC=1C=NC=CC1C (S)-2-(methylamino)-3-(4-methylpyridin-3-yl)propanoic acid